N1(CCCCCC1)CC(=O)NC=1C=C(C(=NC1)C)C=1N2C(SC1C=1C=NN(C1)CCOC)=C(C=N2)C(=O)N (5-(2-(azepan-1-yl)acetamido)-2-methylpyridin-3-yl)-2-(1-(2-methoxyethyl)-1H-pyrazol-4-yl)pyrazolo[5,1-b]thiazole-7-carboxamide